C(C1=CC=CC=C1)OC(=O)N1C(CNCC1)C1=C(C(=C(C(=C1F)F)C[C@H](C(=O)OC)N)F)F [4-[(2R)-2-amino-3-methoxy-3-oxopropyl]-2,3,5,6-tetrafluorophenyl]piperazine-1-carboxylic acid benzyl ester